3-(3,4-Dimethoxyphenyl)-L-alanine COC=1C=C(C=CC1OC)C[C@H](N)C(=O)O